(2S,4r)-N-(2-benzylsulfinylethyl)-1-[(2S)-2-(4-cyclopropyltriazol-1-yl)-3,3-dimethyl-butyryl]-4-hydroxy-pyrrolidine-2-carboxamide C(C1=CC=CC=C1)S(=O)CCNC(=O)[C@H]1N(C[C@@H](C1)O)C([C@H](C(C)(C)C)N1N=NC(=C1)C1CC1)=O